tert-butyl 6-{3-chloro-5-cyclobutylpyrrolo[3,2-c]pyridazin-6-yl}-2-azaspiro[3.3]heptane-2-carboxylate ClC1=CC2=C(N=N1)C=C(N2C2CCC2)C2CC1(CN(C1)C(=O)OC(C)(C)C)C2